5-(4-(tert-Butyl)phenyl)-1,3,3,5,7-pentamethyloctahydrobenzo[c]isoxazol C(C)(C)(C)C1=CC=C(C=C1)C1(CC2C(N(OC2(C)C)C)C(C1)C)C